N,N-Diphenyl-o-phenylendiamin C1(=CC=CC=C1)N(C1=C(C=CC=C1)N)C1=CC=CC=C1